N(=[N+]=[N-])CCOC[C@]1(C[C@H](N(C1)C(CNC(=O)C=1C=CC=2C(C3=CC=CC=C3C2C1)(F)F)=O)C(=O)O)F (2S,4R)-4-((2-azidoethoxy)methyl)-1-((9,9-difluoro-9H-fluorene-3-carbonyl)glycyl)-4-fluoropyrrolidine-2-carboxylic acid